C=1N=CN2C1C(NCC2)=O 6,7-dihydro-5H-imidazo[1,5-a]pyrazin-8-one